C(C)OC(=O)C=1C(=NN(C1)C1=CC(=C(C=C1)OC(F)F)C=1N=COC1)C 1-(4-(difluoromethoxy)-3-(oxazol-4-yl)phenyl)-3-methyl-1H-pyrazole-4-carboxylic acid ethyl ester